tert-butyl ((E)-5-((2R,3S,4R,5R)-5-(4-amino-5-bromo-7H-pyrrolo[2,3-d]pyrimidin-7-yl)-3,4-dihydroxytetrahydrofuran-2-yl)pent-4-en-1-yl)(benzyl)carbamate NC=1C2=C(N=CN1)N(C=C2Br)[C@H]2[C@@H]([C@@H]([C@H](O2)/C=C/CCCN(C(OC(C)(C)C)=O)CC2=CC=CC=C2)O)O